N(#N)=CC(CC[C@H](NC(=O)OC(C)OC(C(C)(C)C)=O)C(=O)OC(C)C)=O 1-Methylethyl 6-(1λ5-diazynylidene)-N-({1-[(2,2-dimethylpropanoyl)oxy]ethoxy} carbonyl)-5-oxo-L-norleucinate